ONC(=N)C=1C=C2C(=NC=NC2=CC1)O N,4-dihydroxyquinazoline-6-carboxamidine